FC(C1=CC=C(C=C1)[C@@H](C)N)(F)F (R)-1-[4-(trifluoromethyl)phenyl]ethylamine